disodium ethylene dicarbamate C(N)(OCCOC(N)=O)=O.[Na].[Na]